ClC=1C=CC(=NC1)OC=1C=C(C#N)C=CC1 3-((5-chloropyridin-2-yl)oxy)benzonitrile